Aluminum-copper-scandium [Sc].[Cu].[Al]